1-(4-((5-(3-isopropyl-2-(1H-pyrazolo[3,4-b]pyridin-4-yl)-1H-indol-5-yl)-1,3,4-oxadiazol-2-yl)methyl)piperazin-1-yl)ethan-1-one C(C)(C)C1=C(NC2=CC=C(C=C12)C1=NN=C(O1)CN1CCN(CC1)C(C)=O)C1=C2C(=NC=C1)NN=C2